OC(C(=O)OCCCCCCCC)C octyl 2-hydroxypropionate